BrC1=C(C=C2C(=NC(=NC2=C1F)OC[C@]12CCCN2C[C@@H](C1)F)N1CCOC[C@](C1)(O)C)I (S)-4-(7-bromo-8-fluoro-2-(((2R,7aS)-2-fluorotetrahydro-1H-pyrrolizin-7a(5H)-yl)methoxy)-6-iodoquinazolin-4-yl)-6-methyl-1,4-oxazepan-6-ol